FC1=C(C=CC(=C1)[N+](=O)[O-])N1CCC(CC1)O 1-(2-fluoro-4-nitro-phenyl)piperidin-4-ol